2-(4-(((6-(cyclobutyl((2-(trifluoromethyl)pyrimidin-5-yl)methyl)amino)-5-fluoropyrimidin-4-yl)amino)methyl)-3-hydroxypiperidin-1-yl)acetamide C1(CCC1)N(C1=C(C(=NC=N1)NCC1C(CN(CC1)CC(=O)N)O)F)CC=1C=NC(=NC1)C(F)(F)F